tert-butyl (3S)-3-(2-aminoethyl)-2,5-dioxo-1,4,9-triazaspiro[5.5]undecane-9-carboxylate NCC[C@H]1C(NC2(C(N1)=O)CCN(CC2)C(=O)OC(C)(C)C)=O